6-(2,4-Dimethoxyphenyl)-1H-phenalen-1-one COC1=C(C=CC(=C1)OC)C1=CC=C2C=CC(C=3C=CC=C1C32)=O